4-amino-8-[3-[(5-fluoro-2-pyridinyl)methoxy]phenyl]-2-oxo-N-propyl-1H-quinoline-3-carboxamide NC1=C(C(NC2=C(C=CC=C12)C1=CC(=CC=C1)OCC1=NC=C(C=C1)F)=O)C(=O)NCCC